4-α-cumylphenyl glycidyl ether C(C1CO1)OC1=CC=C(C=C1)C(C)(C)C1=CC=CC=C1